OC=1C(C(=CN2N3CC=C[C@@H](N(C(C12)=O)C3)C)C(=O)NCC3=C(C=C(C=C3F)F)F)=O (10S)-6-hydroxy-10-methyl-5,8-dioxo-N-[(2,4,6-trifluorophenyl)methyl]-1,2,9-triazatricyclo[7.4.1.02,7]tetradeca-3,6,11-triene-4-carboxamide